((tert-butoxycarbonyl)amino)-4-(2-methoxyquinolin-6-yl)butanoate C(C)(C)(C)OC(=O)NC(C(=O)[O-])CCC=1C=C2C=CC(=NC2=CC1)OC